methyl 25-bromopentacosanoate BrCCCCCCCCCCCCCCCCCCCCCCCCC(=O)OC